COC=1C=CN2C=CC(=C2C1)CCN 2-(7-methoxyindolizin-1-yl)ethan-1-amine